FC(C=1C=CC(=NC1)N1C(N([C@@H](C1)C#N)C1=CN=CC2=CC=CC=C12)=O)F (S)-1-(5-(difluoromethyl)pyridin-2-yl)-3-(isoquinolin-4-yl)-2-oxoimidazoline-4-carbonitrile